ClC1=C(C=C(CN2C(C=C(C=C2)C=2C=C3C(=NNC3=CC2)C2=CC(=NC=C2)C)=O)C=C1)F 1-(4-chloro-3-fluorobenzyl)-4-(3-(2-methylpyridin-4-yl)-1H-indazol-5-yl)pyridin-2(1H)-one